5-(1H-pyrazol-5-yl)pyridine-3-carboxamide N1N=CC=C1C=1C=C(C=NC1)C(=O)N